COC1=CC=C(C=N1)[C@H](CC(=O)O)N1C([C@](C1)(CCCCC1=NC=2NCCCC2C=C1)C)=O (S)-3-(6-methoxypyridin-3-yl)-3-((S)-3-methyl-2-oxo-3-(4-(5,6,7,8-tetrahydro-1,8-naphthyridin-2-yl)butyl)azetidin-1-yl)propionic acid